ClC1=CC2=C(N=N1)N(CCC2)C2CC(C2)(O)C (1s,3s)-3-(3-chloro-6,7-dihydropyrido[2,3-c]pyridazin-8(5H)-yl)-1-methylcyclobutan-1-ol